C1(CC1)CN1CC[C@]23CCN(CC[C@]2([C@H]1CC1=CC=C(C=C13)O)O)C(CC=1N=CSC1)=O 1-((5aS,6R,11bR)-14-(cyclopropylmethyl)-5a,10-dihydroxy-1,2,5,5a,6,7-hexahydro-6,11b-(epiminoethano)naphtho[1,2-d]azepin-3(4H)-yl)-2-(thiazol-4-yl)ethan-1-one